COC(=O)C=1C([C@@H]2CC[C@]3([C@@]4(CC[C@]5(CC[C@@](C[C@H]5C4=CC([C@@H]3[C@]2(CC1)C)=O)(C(=O)O)C)C)C)C)(C)C (2S,4aS,6aS,6bR,8aR,12aS,12bR,14bR)-10-(Methoxycarbonyl)-2,4a,6a,6b,9,9,12a-heptamethyl-13-oxo-1,2,3,4,4a,5,6,6a,6b,7,8,8a,9,12,12a,12b,13,14b-octadecahydropicene-2-carboxylic acid